1-methyl-pyrrole-3-sulfonamide CN1C=C(C=C1)S(=O)(=O)N